(6-bromo-3-oxo-1H-imidazo[1,5-a]indol-2(3H)-yl)piperidine-2,6-dione BrC=1C=CC=2C=C3N(C2C1)C(N(C3)N3C(CCCC3=O)=O)=O